FC(C1=NC(=NO1)C1=CC=C(C=C1)CN1C(CCCC1)=O)(F)F 1-[[4-[5-(Trifluoromethyl)-1,2,4-oxadiazol-3-yl]phenyl]methyl]piperidin-2-one